C(C)(=O)NCCCCCC(=O)O ε-Acetamidocaproic Acid